ClC=1C=C(C(=NC1)N1CC(N(C2(CC(C2)C(=O)N)C1=O)CC1=CC=C(C=C1)C(F)(F)F)=O)C (2r,4r)-8-(5-chloro-3-methylpyridin-2-yl)-6,9-dioxo-5-(4-(trifluoromethyl)benzyl)-5,8-diazaspiro[3.5]nonane-2-carboxamide